2-(5-oxo-6-((2-(trimethylsilyl)ethoxy)methyl)-3,4,5,6-tetrahydropyrido(2,3-d)pyridazin-1(2H)-yl)propanoate O=C1C2=C(C=NN1COCC[Si](C)(C)C)N(CCC2)C(C(=O)[O-])C